butyl-5-ethyl-4-hydroxy-pyrazol C(CCC)C1=NNC(=C1O)CC